C[C@H]1N(CCOC1)C1=NC2=C(N=CC=C2C(=C1)C=1SC(=CC1)C)C1=CC=NN1 2-[(3R)-3-methylmorpholin-4-yl]-4-(5-methyl-2-thienyl)-8-(1H-pyrazol-5-yl)-1,7-naphthyridine